N1(CCOCC1)C(C=O)C 2-morpholinyl-1-propanone